FN1N(C2=CC=CC(=C2C1)NC(=O)C=1C(N(N(C1C)C1=CC=CC=C1)C1=CC=CC=C1)=O)C(=O)[O-] 2-fluoro-4-(1-phenyl-5-methyl-3-oxo-2-phenyl-2,3-dihydro-1H-pyrazol-4-carboxamido)-indazole-1-carboxylate